CC1=C(N=C(N1)CC1=CC2=CC=CC=C2C=C1)C1=CC=CC=C1 5-Methyl-2-(2-naphthylmethyl)-4-phenylimidazole